C1(CCCCC1)P(C1=C(C=CC=C1)C1=C(C=CC=C1OC(C)C)OC(C)C)C1CCCCC1 dicyclohexyl-(2',6'-diisopropyloxybiphenyl-2-yl)phosphane